4-chloro-1-(1-ethylazetidin-3-yl)-N-(3-methyl-5-(phenylethynyl)pyridin-2-yl)-1H-pyrazole-5-carboxamide ClC=1C=NN(C1C(=O)NC1=NC=C(C=C1C)C#CC1=CC=CC=C1)C1CN(C1)CC